(S)-1-(4-cyanopyridin-2-yl)-N-((R)-1-((3,3-difluorocyclobutyl)carbamoyl)-4-methoxy-2,3-dihydro-1H-inden-1-yl)-N-(3-fluorophenyl)-5-oxopyrrole-2-carboxamide C(#N)C1=CC(=NC=C1)N1[C@@H](C=CC1=O)C(=O)N(C1=CC(=CC=C1)F)[C@@]1(CCC2=C(C=CC=C12)OC)C(NC1CC(C1)(F)F)=O